4-methyl-3,5-dinitrobenzoyl chloride CC1=C(C=C(C(=O)Cl)C=C1[N+](=O)[O-])[N+](=O)[O-]